1-[3,5-bis(trifluoromethyl)benzoyl]-4-[[4-(4-methoxyphenyl)benzoyl]amino]piperidine-4-carboxylic acid FC(C=1C=C(C(=O)N2CCC(CC2)(C(=O)O)NC(C2=CC=C(C=C2)C2=CC=C(C=C2)OC)=O)C=C(C1)C(F)(F)F)(F)F